O1CC(C1)C1=CC=C(C=C1)C(C)NC=1C2=C(N=CN1)SC=C2 N-[1-[4-(oxetan-3-yl)phenyl]ethyl]thieno[2,3-d]pyrimidin-4-amine